isobutyl 2-methyl-α-cyanocinnamate CC1=C(C=C(C(=O)OCC(C)C)C#N)C=CC=C1